ethyl cyanoacrylate CCOC(=O)C(=C)C#N